1-(4-((6-amino-5-methylpyrimidin-4-yl)oxy)-2-fluorophenyl)-3-(3-(tert-butyl)-1-phenyl-1H-pyrazol-5-yl)urea NC1=C(C(=NC=N1)OC1=CC(=C(C=C1)NC(=O)NC1=CC(=NN1C1=CC=CC=C1)C(C)(C)C)F)C